C[C@]12CCCCC1CC[C@@H]3[C@@H]2CC[C@]4([C@H]3CCC4=O)CO HYDROXYANDROSTAN-17-ONE